FC1=C(C=CC(=C1)F)CN(C(=O)NCC=1C=CC2=C(CC(O2)(C)C)C1)C1CCN(CC1)C (1-[(2,4-difluorophenyl)methyl])-3-[(2,2-dimethyl-2,3-dihydro-1-benzofuran-5-yl)methyl]-1-(1-methylpiperidin-4-yl)urea